C(C)C1=C(N=C(C(=N1)C(=O)N)NC1=CC(=C(C=C1)N1CCN(CC1)CCCC(=O)NO)OC)NC1CCOCC1 6-ethyl-3-((4-(4-(4-(hydroxyamino)-4-oxobutyl)piperazin-1-yl)-3-methoxyphenyl)amino)-5-((tetrahydro-2H-pyran-4-yl)amino)pyrazine-2-carboxamide